C(=O)(O)CN1CCN(CCN(CCN(CC1)CC(=O)O)CC(=O)O)CC1=[N+](C=CC=C1)[O-] 2-((4,7,10-tris(carboxymethyl)-1,4,7,10-tetraazacyclododec-1-yl)methyl)pyridine 1-oxide